C(#N)C(C)(C)C1=CC(=NC=C1)C(=O)OCC ethyl 4-(2-cyanopropan-2-yl)picolinate